COC1=NC=CC(=C1)C=1C(=C2CCCC2=CC1)NC(=O)N=[S@@](=O)(N)C=1C=NN2C1O[C@@H](C2)C (S,2R)-N'-((5-(2-methoxypyridin-4-yl)-2,3-dihydro-1H-inden-4-yl)carbamoyl)-2-methyl-2,3-dihydropyrazolo[5,1-b]oxazole-7-sulfonimidamide